FC1=C2C3=C(NC2=C(C=C1F)NC)N=CC(=C3N3CC1(CCCN1C)CC3)C=3C=C1C(C(=CN(C1=NC3)C)C(=O)O)=O 6-[5,6-difluoro-8-(methylamino)-4-(1-methyl-1,7-diazaspiro[4.4]non-7-yl)-9H-pyrido[2,3-b]indol-3-yl]-1-methyl-4-oxo-1,8-naphthyridine-3-carboxylic acid